CN1N=NC(=C1NC(=O)OCCC)C1=CC=C(C=N1)O[C@@H]1C[C@H](CCC1)C(=O)O (1S,3S)-3-((6-(1-methyl-5-((propoxy-carbonyl)amino)-1H-1,2,3-triazol-4-yl)pyridin-3-yl)oxy)cyclohexane-1-carboxylic acid